[K].C(C)(C)(C)C1=CC=C(C=C1)S(=O)(=O)NC1=NC=NC(=C1OC1=C(C=CC=C1)OC)Cl 4-tert-butyl-N-[6-chloro-5-(2-methoxyphenoxy)-4-pyrimidinyl]benzenesulfonamide potassium salt